B(OC=CCC)(OC=CCC)OC=CCC tributenyl borate